tert-butyl rel-(4aS,7R,7aS)-7-(benzyloxy)-octahydrocyclopenta[b][1,4]oxazine-4-carboxylate C(C1=CC=CC=C1)O[C@@H]1CC[C@H]2[C@@H]1OCCN2C(=O)OC(C)(C)C |o1:8,11,12|